COC1=CC=C(C=C1)C1=NC(=CC=2N1N=C(N2)C)NC(C)=O N-[5-(4-methoxyphenyl)-2-methyl-[1,2,4]triazolo[1,5-c]pyrimidin-7-yl]acetamide